CC1=C(C=CC=C1)OC1=C(C=CC=C1)C o-methylphenyl ether